(S)-3-(cyclopropylamino)piperidine-1-carboxylic acid tert-butyl ester C(C)(C)(C)OC(=O)N1C[C@H](CCC1)NC1CC1